(R)-N-(3-(1-((6-amino-[3,4'-bipyridin]-5-yl)oxy)ethyl)phenyl)-3-(dimethylamino)benzamide NC1=C(C=C(C=N1)C1=CC=NC=C1)O[C@H](C)C=1C=C(C=CC1)NC(C1=CC(=CC=C1)N(C)C)=O